FC=1C=C(C=C2C(=CC=NC12)[C@@H](C)O)C1=NC(=NC=C1F)NC1=NC=C(C=C1)C1CCN(CC1)C |r| (±)-1-(8-Fluoro-6-(5-fluoro-2-((5-(1-methylpiperidin-4-yl)pyridin-2-yl)amino)pyrimidin-4-yl)quinolin-4-yl)ethanol